CC1=CC=C(/C=C/C2=C(C=CC=C2)O)C=C1 E-2-(4-methylstyryl)phenol